S1C=[NH+]C2=C1CCCCC2 5,6,7,8-tetrahydro-4H-cyclohepta[d]thiazol-3-ium